ClC1=CC=C(CN2C3(CN(C3)C=3N=NC=CC3)C(N(CC2=O)C2CCC(CC2)C)=O)C=C1 5-(4-chlorobenzyl)-8-((1r,4r)-4-methylcyclohexyl)-2-(pyridazin-3-yl)-2,5,8-triazaspiro[3.5]nonane-6,9-dione